C[C@@]1([C@@H](N2C(CC2S1(=O)=O)=O)C(=O)OC(C1=CC=CC=C1)C1=CC=CC=C1)COC(=O)OC1=CC=C(C=C1)[N+](=O)[O-] (2s,3R)-benzhydryl 3-methyl-3-((((4-nitrophenoxy)carbonyl)oxy)methyl)-7-oxo-4-thia-1-azabicyclo[3.2.0]heptane-2-carboxylate 4,4-dioxide